C1(CCCC1)C(C(CC(=O)OCCCCCCCCCCCCCCCCCCCC)(O)C(=O)OCCCCCCCCCCCCCCCCCCCC)C(=O)OCCCCCCCCCCCCCCCCCCCC tri(eicosyl) cyclopentanecitrate